C(C)(C)(C)C1N2C(C3=CC(=C(C=C3C1)C=1C=NC(=CC1)N1CCNCC1)OC)=CC(C(=C2)C(=O)O)=O 6-tert-butyl-10-methoxy-2-oxo-9-[6-(piperazin-1-yl)pyridin-3-yl]-6,7-dihydro-2H-pyrido[2,1-a]isoquinoline-3-carboxylic acid